2,2'-dihydroxy-4-dodecoxybenzophenone OC1=C(C(=O)C2=C(C=CC=C2)O)C=CC(=C1)OCCCCCCCCCCCC